OCCCOC(=O)C=1OC=CC1 Furoic acid-3-hydroxypropylester